1-(4-(3,4-dichlorophenyl)-5-(isopropylthio)thiazol-2-yl)-3-methyl-4-(3-(trifluoromethyl)phenyl)-1H-pyrazole-5-carboxylic acid ClC=1C=C(C=CC1Cl)C=1N=C(SC1SC(C)C)N1N=C(C(=C1C(=O)O)C1=CC(=CC=C1)C(F)(F)F)C